3,3-difluoro-N-methylcyclopentan-1-amine hydrochloride Cl.FC1(CC(CC1)NC)F